FC1=C(C(=CC=C1)C)C=1C=C/2C(=CN1)NC(\C2=C(\C)/NC2=NN(C(=C2)C)CC(C)C)=O (Z)-5-(2-Fluoro-6-methylphenyl)-3-(1-((1-isobutyl-5-methyl-1H-pyrazol-3-yl)amino)ethylidene)-1H-pyrrolo[2,3-c]pyridin-2(3H)-one